3-(3-aminophenyl)piperidine-2,6-dione HCl Cl.NC=1C=C(C=CC1)C1C(NC(CC1)=O)=O